(5-(benzyloxy)-2-methylbenzofuran-3-yl)(4-methylpiperazin-1-yl)methanone C(C1=CC=CC=C1)OC=1C=CC2=C(C(=C(O2)C)C(=O)N2CCN(CC2)C)C1